3,4-dichloro-2-methoxypyridine ClC=1C(=NC=CC1Cl)OC